Dodecylbenzenesulfonic acid tetrabutylphosphonium salt C(CCC)[P+](CCCC)(CCCC)CCCC.C(CCCCCCCCCCC)C1=C(C=CC=C1)S(=O)(=O)[O-]